NC1=C(C=C(C(=O)OC)C=C1)NCC1(CC1)CF methyl 4-amino-3-(((1-(fluoromethyl)cyclopropyl) methyl)amino)benzoate